BrC1=C2C(=CNC2=CC=C1)C 4-Bromo-3-methyl-1H-indole